ClC1=C(C=CC=C1C1=CC=C(C(=N1)OC)[C@H](C)N[S@](=O)C(C)(C)C)C1=C(C(=CC=C1)C1=NC(=C(C=C1)C=O)OC)Cl (R)-N-((S)-1-(6-(2,2'-dichloro-3'-(5-formyl-6-methoxypyridin-2-yl)-[1,1'-biphenyl]-3-yl)-2-methoxypyridin-3-yl)ethyl)-2-methylpropan-2-sulfinamide